5-methyl-pyridine-2-carboxylate CC=1C=CC(=NC1)C(=O)[O-]